[C@@H]12C=C[C@@H](CC1)C2 cis-Norbornen